(4-(2-chloroethoxy)phenyl)trimethylsilane ClCCOC1=CC=C(C=C1)[Si](C)(C)C